ClC1=CC=C(C=C1)C1=NC(C=2N(C3=C1C(=C(S3)C)C)C(=NN2)C)C(F)(F)F 4-(4-chlorophenyl)-2,3,9-trimethyl-6-(trifluoromethyl)-6H-thieno[3,2-f][1,2,4]triazolo[4,3-a][1,4]diazepine